6-(4-{[trans-4-{[4-(pentafluoro-λ6-sulfanyl)phenyl]Amino}cyclohexyl]sulfonyl}phenyl)-2,3-dihydro-1H-indol-2-one FS(C1=CC=C(C=C1)N[C@@H]1CC[C@H](CC1)S(=O)(=O)C1=CC=C(C=C1)C1=CC=C2CC(NC2=C1)=O)(F)(F)(F)F